4-(3-(6,7-dihydropyrazolo[1,5-a]pyrimidin-4(5H)-yl)-7,8-dihydro-1,6-naphthyridin-6(5H)-yl)-N-(tetrahydrofuran-3-yl)pyrido[2,3-d]pyrimidin-2-amine N1=CC=C2N1CCCN2C=2C=NC=1CCN(CC1C2)C=2C1=C(N=C(N2)NC2COCC2)N=CC=C1